FC1=C(C=CC=C1)NC1=CC(=NC=N1)NC1=CC(=C2C(=[N+]1[O-])C1(NC2=O)CCCCC1)C 2'-((6-((2-fluorophenyl)amino)pyrimidin-4-yl)amino)-4'-methyl-5'-oxo-5',6'-dihydrospiro[cyclohexane-1,7'-pyrrolo[3,4-b]pyridine] 1'-oxide